[C-]#N.ClC=1C=C(CC2(OCCO2)C(=N)NO)C=CC1Cl 2-(3,4-dichlorobenzyl)-N-hydroxy-1,3-dioxolan-2-carboxamidine cyanide